C1=CC(=CC=C1C2=CC3=C(N2)C=C(C=C3)C(=N)N)C(=N)N.Cl.Cl 4',6-Diamidino-2-Phenylindole Dihydrochloride